C[Si](C#CC1=CSC2=CN=CC=C21)(C)C 3-(2-trimethylsilylethynyl)thieno[2,3-c]pyridine